2-(4-cyanobenzamido)-4-(1,2,3,4-tetrahydronaphthalen-2-yl)thiophene-3-carboxylic acid C(#N)C1=CC=C(C(=O)NC=2SC=C(C2C(=O)O)C2CC3=CC=CC=C3CC2)C=C1